ClC1=C(OC=2C=C3C4(CNC3=C(C2)C)CCC4)C(=CC(=C1)[N+](=O)[O-])Cl 5'-(2,6-dichloro-4-nitrophenoxy)-7'-methylspiro[cyclobutane-1,3'-indoline]